phenoxyethyl isobutyrate (2-(phenoxy) ethyl 2-methylpropionate) O(C1=CC=CC=C1)CCC(C(=O)O)(C)C.C(C(C)C)(=O)OCCOC1=CC=CC=C1